C(CC(C)CCCC(C)CCCC(C)CCCC(C)C)(=O)SCCNC(CCNC([C@@H](C(COP(OP(OC[C@@H]1[C@H]([C@H]([C@@H](O1)N1C=NC=2C(N)=NC=NC12)O)OP(=O)(O)O)(=O)O)(=O)O)(C)C)O)=O)=O PhytanoylCoA